C(C)(C)(C)C1N(CCN(C1)C=1C(=CC2=C(C1)C1(CCOCC1)C1NC3=CC(=CC=C3C1C2=O)C#N)CC)C(=O)O Tert-butyl-4-(3-cyano-9-ethyl-11-oxo-2',3',5,5a,5',6',11,11a-octahydrospiro[benzo[b]carbazole-6,4'-pyran]-8-yl)piperazine-1-carboxylic acid